5-(2'-amino-5-chloro-2,4'-difluoro-[1,1'-biphenyl]-4-carboxamido)-3-chloro-N-(2-methoxyethyl)picolinamide NC1=C(C=CC(=C1)F)C1=C(C=C(C(=C1)Cl)C(=O)NC=1C=C(C(=NC1)C(=O)NCCOC)Cl)F